1-[(4-Chlorophenyl)methyl]-N-[rac-(6S)-2-cyclopropyl-4-methyl-5-oxo-7,8-dihydro-6H-pyrazolo[1,5-a][1,3]diazepin-6-yl]-1,2,4-triazol-3-carboxamid ClC1=CC=C(C=C1)CN1N=C(N=C1)C(=O)N[C@@H]1C(N(C=2N(CC1)N=C(C2)C2CC2)C)=O |r|